ClC=1C(=C(C=CC1)NC(=S)C1=C(C[C@H](NC1=O)C)NCC1=C(C=NC=C1)OCC(C)OC)OC (2R)-N-(3-chloro-2-methoxyphenyl)-4-{[3-(2-methoxypropoxy)-4-pyridyl]methylamino}-2-methyl-6-oxo-2,3-dihydro-1H-pyridine-5-carbothioamide